5-(5-bromo-3,4-dihydro-1,7-naphthyridin-1(2H)-yl)-7-fluoro-[1,2,4]triazolo[4,3-a]quinazoline BrC1=C2CCCN(C2=CN=C1)C1=NC=2N(C3=CC=C(C=C13)F)C=NN2